CC(C=O)C(C)(C)C 2,3,3-trimethylbutanal